3,3,3-Trifluoroprop-1-en-2-yl 2,2-dimethyl-3-(3-(p-tolyl)-1H-indazol-1-yl)propanoate CC(C(=O)OC(=C)C(F)(F)F)(CN1N=C(C2=CC=CC=C12)C1=CC=C(C=C1)C)C